FC1=NC=CC=C1B(O)O (2-fluoro-3-pyridyl)boronic acid